C1(=CC=CC=C1)C=1C(=C(C(=C(C(=O)C2=CC=CC=C2)C1)C)C(C1=C(C=C(C=C1C)C)C)=O)C(C1=C(C=C(C=C1C)C)C)=O phenyl-bis(2,4,6-trimethylbenzoyl)methyl-benzophenone